C(CCC(=O)OCC(CCCCCCCC)CCCCCC)(=O)OCC(CCCCCCCC)CCCCCC di-(2-hexyldecyl) succinate